C(C1=CC=CC=C1)OCCN1C(=C(C(=C1C1=C(C=CC=C1)C(F)(F)F)C)C(=O)N)Cl (S)-1-(2-(benzyloxy)ethyl)-2-chloro-4-methyl-5-(2-(trifluoromethyl)phenyl)-1H-pyrrole-3-carboxamide